pentaerythritol triglycerate C(C(O)CO)(=O)OCC(COC(C(O)CO)=O)(COC(C(O)CO)=O)CO